1,4-dideoxy-4-aza-1-(s)-(9-deazahypoxanthin-9-yl)-d-ribitol C1=C(C2=C(N1)C(=O)NC=N2)[C@H]3[C@@H]([C@@H]([C@H](N3)CO)O)O